4-benzyl-N-(3-(methylsulfonamido)phenyl)-5-oxomorpholine-3-carboxamide C(C1=CC=CC=C1)N1C(COCC1=O)C(=O)NC1=CC(=CC=C1)NS(=O)(=O)C